FC=1C=C(C=C(C1F)F)C=1N=NN(C1)[C@@H]1[C@H]([C@@H](SC=2C(=NC=C(C2)Cl)C(NN2CCC2)=O)O[C@@H]([C@@H]1O)CO)OCC 5-Chloro-2-(N-azetidinylcarbamoyl)-3-pyridyl 3-deoxy-3-[4-(3,4,5-trifluorophenyl)-1H-1,2,3-triazol-1-yl]-2-O-ethyl-1-thio-α-D-galactopyranoside